5-((1S,2R)-1-(6-chloro-1,1-dioxido-4-(3-oxocyclobutyl)-3,4-dihydro-2H-benzo[e][1,2,4]thiadiazin-2-yl)-2-(6-fluoro-2,3-dimethylphenyl)propyl)-1,3,4-oxadiazol-2(3H)-one ClC=1C=CC2=C(N(CN(S2(=O)=O)[C@@H]([C@H](C)C2=C(C(=CC=C2F)C)C)C2=NNC(O2)=O)C2CC(C2)=O)C1